The molecule is a formyltetrahydrofolic acid in which the formyl group is located at position 5. It has a role as an Escherichia coli metabolite and a mouse metabolite. It is a conjugate acid of a 5-formyltetrahydrofolate(2-). C1C(N(C2=C(N1)N=C(NC2=O)N)C=O)CNC3=CC=C(C=C3)C(=O)N[C@@H](CCC(=O)O)C(=O)O